N-[4-(2,2-difluoroethoxy)-2,5-difluorophenyl]-4-(3-fluorophenyl)-1H-pyrrole-3-sulfonamide FC(COC1=CC(=C(C=C1F)NS(=O)(=O)C1=CNC=C1C1=CC(=CC=C1)F)F)F